tert-butyl (4'-nitro-2,3,4,5-tetrahydro-[1,1'-biphenyl]-4-yl)carbamate [N+](=O)([O-])C1=CC=C(C=C1)C=1CCC(CC1)NC(OC(C)(C)C)=O